tert-Butyl N-methyl-N-[[2-[[[2-oxo-2-[[(3R)-2-oxospiro[1H-pyrrolo[2,3-b]pyridine-3,2'-indane]-5'-yl]amino]ethyl]-(2,2,2-trifluoroacetyl)amino]methyl]phenyl]methyl]carbamate CN(C(OC(C)(C)C)=O)CC1=C(C=CC=C1)CN(C(C(F)(F)F)=O)CC(NC=1C=C2C[C@@]3(CC2=CC1)C(NC1=NC=CC=C13)=O)=O